C(C)[C@@H]1N(C[C@H](NC1)CC)C=1C=2C(N(C(N1)=O)C)=CN(N2)CC#N 2-(7-((2S,5R)-2,5-diethylpiperazin-1-yl)-4-methyl-5-oxo-4,5-dihydro-2H-pyrazolo[4,3-d]pyrimidin-2-yl)acetonitrile